3-fluoro-4-(4-formylphenoxy)benzamide FC=1C=C(C(=O)N)C=CC1OC1=CC=C(C=C1)C=O